[Cl-].C(CCCCCCCCCCC)[N+]1(CCCC1)CCCC 1-dodecyl-1-butylpyrrolidinium chloride